2-(6-amino-5-(8-(2-(3-(pyrrolidin-2-yl)prop-1-yn-1-yl)pyridin-4-yl)-3,8-diazabicyclo[3.2.1]octan-3-yl)pyridazin-3-yl)phenol NC1=C(C=C(N=N1)C1=C(C=CC=C1)O)N1CC2CCC(C1)N2C2=CC(=NC=C2)C#CCC2NCCC2